6,7-dihydroimidazo[1,2-a]pyrazin-8(5H)-one N=1C=CN2C1C(NCC2)=O